1-(4-methylpiperazin-1-yl)butanone CN1CCN(CC1)CC(CC)=O